C1(CC1)C1(CC(=NC(=C1)CC1=C(C=CC=C1)C)C(=O)NC)C(=O)N 4-cyclopropyl-N2-methyl-6-(2-methylbenzyl)pyridine-2,4-dicarboxamide